azabicyclo[3.2.0]heptane N12CCCC2CC1